ClC1=CC=C(C(=N1)C(=O)O)NC(C)C=1C=C(C=C2C(N(C(=NC12)N1C[C@@H]2C([C@@H]2C1)OC(N(C)C)=O)C)=O)C 6-chloro-3-((1-(2-((1R,5S,6s)-6-((dimethylcarbamoyl)oxy)-3-azabicyclo[3.1.0]hexan-3-yl)-3,6-dimethyl-4-oxo-3,4-dihydroquinazolin-8-yl)ethyl)amino)picolinic acid